(S)-2-(3-fluoropyridin-2-yl)-5-(4-(pyrazolo[1,5-a]pyridin-2-yl)-1,4,6,7-tetrahydro-5H-imidazo[4,5-c]pyridin-5-yl)-1,3,4-oxadiazole FC=1C(=NC=CC1)C=1OC(=NN1)N1[C@@H](C2=C(CC1)NC=N2)C2=NN1C(C=CC=C1)=C2